O[C@H]1C[C@H]2[C@H](C([C@H]3[C@@H]4CC[C@H]([C@@H](CCC(=O)OCC)C)[C@]4(CC[C@@H]3[C@]2(CC1)C)C)=O)CC ethyl 3α-hydroxy-6α-ethyl-7-keto-5β-cholan-24-oate